ClC=1C(=NC=CC1I)NCCOC 3-chloro-4-iodo-N-(2-methoxyethyl)pyridin-2-amine